N-(3-cyclopropyl-5-(((3R,5S)-3,5-dimethylpiperazin-1-yl)methyl)phenyl)-4-(1H-indol-3-yl)-5-methylpyrimidin-2-amine C1(CC1)C=1C=C(C=C(C1)CN1C[C@H](N[C@H](C1)C)C)NC1=NC=C(C(=N1)C1=CNC2=CC=CC=C12)C